C1(CCCCC1)NC1=C(C=C(C=C1)S(=O)(=O)NC)C=1N=NN(N1)C1CCN(CC1)C(C)C 4-(cyclohexylamino)-3-(2-(1-isopropylpiperidin-4-yl)-2H-tetrazol-5-yl)-N-methylbenzenesulfonamide